FC=1C=C(C=CC1F)N1C(OCC[C@H]1C1=NC2=C(N1[C@@H]1CC[C@H](CC1)OC)C=CC(=C2)C=2C(=NOC2C)C)=O (S)-3-(3,4-difluorophenyl)-4-(5-(3,5-dimethylisoxazol-4-yl)-1-((trans)-4-methoxycyclohexyl)-1H-benzo[d]imidazol-2-yl)-1,3-oxazinane-2-one